(S)-2-((1s,3R)-3-(benzyloxy)cyclobutyl)-5-(3,5-difluorophenyl)-2,5,6,7-tetrahydro-3H-pyrrolo[2,1-c][1,2,4]triazol-3-one C(C1=CC=CC=C1)OC1CC(C1)N1N=C2N(C1=O)[C@@H](CC2)C2=CC(=CC(=C2)F)F